C(#N)C1N([C@@H](CC1)CO)C(=O)OC(C)(C)C tert-butyl (5S)-2-cyano-5-(hydroxymethyl)pyrrolidine-1-carboxylate